[Al].[Ti].[Cr].[Ni] nickel-chromium titanium aluminum